N1C(=NC2=C1C=CC=C2)CC(=O)O 2-(1H-1,3-Benzodiazol-2-yl)acetic acid